L-arginine monohydrochloride Cl.N[C@@H](CCCNC(N)=N)C(=O)O